N-((5-(tert-butyl)-2-methoxyphenyl)sulfonyl)-5-(3-methyl-1H-pyrazol-1-yl)-2-naphthamide C(C)(C)(C)C=1C=CC(=C(C1)S(=O)(=O)NC(=O)C1=CC2=CC=CC(=C2C=C1)N1N=C(C=C1)C)OC